O1COC2=C1C=CC(=C2)CN2N1C(SC2)=NC=C1C=1C=NC=C(C1)OC N-(1,3-benzodioxol-5-ylmethyl)-5-(5-methoxy-3-pyridyl)imidazo[2,1-b][1,3,4]thiadiazol